COC1=NC=CC=C1CN1N=C2N(C=NC(=C2)C2=CC=CC=C2)C1=O 2-[(2-methoxy-3-pyridyl)methyl]-7-phenyl-[1,2,4]triazolo[4,3-c]pyrimidin-3-one